C(C)(C)(C)OC(N[C@@H]1C[C@@H](C1)S(=O)(=O)CC)=O (cis-3-(ethylsulfonyl)cyclobutyl)carbamic acid tert-butyl ester